NC1=NC(=C(C=2N1N=C(N2)OCC2=NC=CC=C2F)C2=CC(=NC(=C2)C)C)C=2C=C(C#N)C=CC2 3-(5-amino-8-(2,6-dimethylpyridin-4-yl)-2-((3-fluoropyridin-2-yl)methoxy)-[1,2,4]triazolo[1,5-c]pyrimidin-7-yl)benzonitrile